FC=1C=C2C=C(NC2=CC1)C(=O)NCC 5-fluoro-N-ethyl-1H-indole-2-carboxamide